(R)-3-methyl-1,4-diazepan-2-one C[C@@H]1C(NCCCN1)=O